2-chloro-5-methoxy-4-(3-methyl-6-(pyrazolo[1,5-a]pyrimidin-3-yl)-1H-pyrazolo[4,3-c]pyridin-1-yl)phenol ClC1=C(C=C(C(=C1)N1N=C(C=2C=NC(=CC21)C=2C=NN1C2N=CC=C1)C)OC)O